C(C)(C)(C)C=1C=CC=2N(C3=CC=C(C=C3C2C1)C(C)(C)C)C=1C(=NC(=C(C1C1=C(C=CC=C1)C=1C(=NC(=CC1)C)C)N1C2=C(C=3C=CC=CC13)C=NC=C2)N2C1=CC=C(C=C1C=1C=C(C=CC21)C(C)(C)C)C(C)(C)C)N2C1=C(C=3C=CC=CC23)C=NC=C1 5,5'-(3,6-bis(3,6-di-tert-butyl-9H-carbazol-9-yl)-4-(2-(2,6-dimethylpyridin-3-yl)phenyl)pyridine-2,5-diyl)bis(5H-pyrido[4,3-b]indole)